OC1=C(C(=CC(=C1)C(F)(F)F)C)C=1C=CC=2C(N1)=NN(C2)C2C(COCC2)O 4-[6-[2-hydroxy-6-methyl-4-(trifluoromethyl)phenyl]pyrazolo[3,4-b]pyridin-2-yl]tetrahydropyran-3-ol